FC(F)C1=NC(=NN1C)C1=C2CCC3(CNCC3)NC2=NC(=C1)C 5-(difluoromethyl-1-methyl-1H-1,2,4-triazol-3-yl)-7-methyl-3,4-dihydro-1H-spiro[1,8-naphthyridine-2,3'-pyrrolidine]